C(C)(=O)C=1C(=C(N(C1C)C)/C=C/C(=O)OC)C methyl (E)-3-(4-acetyl-1,3,5-trimethyl-1H-pyrrol-2-yl)acrylate